N-((1-(2-chlorobenzyl)cyclobutyl)methyl)-1-methyl-5-oxo-4,5-dihydro-1H-1,2,4-triazole-3-carboxamide ClC1=C(CC2(CCC2)CNC(=O)C2=NN(C(N2)=O)C)C=CC=C1